NC=1C2=C(N=CN1)N1C(=C2C#CC=2C(=CC3=C(N=C(S3)C3CC3)C2F)F)CN(CC1)C(C=C)=O 1-(4-amino-5-((2-cyclopropyl-4,6-difluorobenzo[d]thiazol-5-yl)ethynyl)-8,9-dihydropyrazino[1',2':1,5]pyrrolo[2,3-d]pyrimidin-7(6H)-yl)prop-2-en-1-one